CSC1=NN=C(S1)NC(=O)C1=C2C(=NO1)C=CC(=C2)SC2=CC=CC=C2 N-(5-(methylthio)-1,3,4-thiadiazol-2-yl)-5-(phenylthio)benzo[c]isoxazole-3-carboxamide